4H-benzo[e][1,2]oxazine-4-one O1N=CC(C2=C1C=CC=C2)=O